O1CC[C@@H](C2=C1C=CC=C2)NC(=O)C=2C=NC1=C(C(=CC=C1C2C2OCCC2)F)C2=C(C(=CC(=C2)F)F)F N-[(4S)-3,4-dihydro-2H-1-benzopyran-4-yl]-7-fluoro-4-(oxolanyl)-8-(2,3,5-trifluorophenyl)quinoline-3-carboxamide